(2-isopropyl-6-(2-(2-(methyl-(piperidin-3-yl)amino)ethoxy)pyridin-4-yl)phenyl)acetic acid methyl ester COC(CC1=C(C=CC=C1C1=CC(=NC=C1)OCCN(C1CNCCC1)C)C(C)C)=O